(S)-5-benzyl-N-(2,3,4-trimethyl-5-oxo-5,6,7,8-tetrahydro-4H-pyrazolo[1,5-a][1,3]diazepin-6-yl)-4H-1,2,4-triazole-3-carboxamide C(C1=CC=CC=C1)C=1NC(=NN1)C(=O)N[C@@H]1C(N(C=2N(CC1)N=C(C2C)C)C)=O